7-hydroxy-methyl-4-hydroxy-coumarin OC1=CC=C2C(=C(C(OC2=C1)=O)C)O